(1S,2R)-2-aminocyclohexane-1-ol hydrochloride Cl.N[C@H]1[C@H](CCCC1)O